ClC1=C(C=CC(=C1)CNCCC1=NOC(=N1)CCNC1=NC2=C(C3=CN=CC=C13)C=CC(=C2)C(=O)N)C2=CC=CC=C2 5-((2-(3-(2-(((2-Chloro-[1,1'-biphenyl]-4-yl)methyl)amino)ethyl)-1,2,4-oxadiazol-5-yl)ethyl)amino)benzo[c][2,6]naphthyridine-8-carboxamide